tert-butyl (R)-((1-(5-chloro-4-cyano-2-ethoxybenzyl)pyrrolidin-3-yl)methyl)carbamate ClC=1C(=CC(=C(CN2C[C@H](CC2)CNC(OC(C)(C)C)=O)C1)OCC)C#N